propyl-3-methoxypropionic acid C(CC)C(C(=O)O)COC